FC1(CCC(CC1)N(C(OC(C)(C)C)=O)C1=NC(=NC(=C1)N1CC2(COC2)C1)SC)F tert-butyl (4,4-difluorocyclohexyl)(2-(methylthio)-6-(2-oxa-6-azaspiro[3.3]heptan-6-yl)pyrimidin-4-yl)carbamate